ethyl 1-cyclohexylpyrazole-3-carboxylate C1(CCCCC1)N1N=C(C=C1)C(=O)OCC